CO[C@H]1CN(CCC1)C=1C=C(C=CC1)C=1N=C(SC1)NC(CNC(OC(C)(C)C)=O)=O (R)-tert-butyl (2-((4-(3-(3-methoxypiperidin-1-yl)phenyl)thiazol-2-yl)amino)-2-oxoethyl)carbamate